2-sulfanylpyridine-3-carboxylic acid SC1=NC=CC=C1C(=O)O